CC1(CCOCC1)NC1=NC=C2N=C(N(C2=N1)C1CCC(CC1)C(=O)N)NC1=CC(=CC=C1)C(F)(F)F (1S,4S)-4-(2-((4-methyltetrahydro-2H-pyran-4-yl)amino)-8-((3-(trifluoromethyl)phenyl)amino)-9H-purin-9-yl)cyclohexane-1-carboxamide